C(C1=CC=CC=C1)(=O)N1CCC2(CN(C2)C2=CC=CC=C2)CC1 2-(7-benzoyl-2,7-diazaspiro[3.5]non-2-yl)benzol